(E)-N-allyl-1-(quinolin-3-yl)methanimine C(C=C)/N=C/C=1C=NC2=CC=CC=C2C1